[(E,1S)-6-(Dimethylamino)-1-[[1-[(4-isobutyl-1H-benzimidazol-2-yl)methyl]-6-methyl-2-oxo-3-pyridyl]carbamoyl]-6-oxo-hex-4-enyl]N,N-dimethylcarbamat CN(C(/C=C/CC[C@@H](C(NC=1C(N(C(=CC1)C)CC1=NC2=C(N1)C=CC=C2CC(C)C)=O)=O)OC(N(C)C)=O)=O)C